FC(C/C(=C(\C=1C=C2C(=NN(C2=CC1)C1OCCCC1)F)/C=1C=CC(=NC1)N1C[C@H](CCC1)N)/C1=CC=CC=C1)(F)F (3S)-1-(5-((Z)-4,4,4-Trifluoro-1-(3-fluoro-1-(tetrahydro-2H-pyran-2-yl)-1H-indazol-5-yl)-2-phenylbut-1-en-1-yl)pyridin-2-yl)piperidin-3-amine